benzyl (S)-4-(7-((3-(benzyloxy)naphthalen-1-yl)methyl)-2-chloro-5-methyl-5H-pyrrolo[3,2-d]pyrimidin-4-yl)-2-(cyanomethyl)piperazine-1-carboxylate C(C1=CC=CC=C1)OC=1C=C(C2=CC=CC=C2C1)CC1=CN(C2=C1N=C(N=C2N2C[C@@H](N(CC2)C(=O)OCC2=CC=CC=C2)CC#N)Cl)C